N-(3-bromo-5-(methylsulfonylamino)phenyl)-1-(5-(4-methyl-3-oxopiperazin-1-yl)pyridin-2-yl)-1H-pyrazole-4-carboxamide BrC=1C=C(C=C(C1)NS(=O)(=O)C)NC(=O)C=1C=NN(C1)C1=NC=C(C=C1)N1CC(N(CC1)C)=O